11-Benzyl-3-(4-bromophenyl)-11H-imidazo[1',2':1,2]pyrido[3,4-b]indole C(C1=CC=CC=C1)N1C2=C(C3=CC=CC=C13)C=CN1C2=NC=C1C1=CC=C(C=C1)Br